(2R,6R)-N-{[4-(6-ethoxypyridin-2-yl)phenyl]methyl}-4-[(1R)-1-(3-fluoro-4-methylpyridin-2-yl)-3-methoxypropyl]-6-methyl-1-(2-methylpropanoyl)piperazine-2-carboxamide C(C)OC1=CC=CC(=N1)C1=CC=C(C=C1)CNC(=O)[C@@H]1N([C@@H](CN(C1)[C@H](CCOC)C1=NC=CC(=C1F)C)C)C(C(C)C)=O